6-fluoro-1-methyl-7-(4,4,5,5-tetramethyl-1,3,2-dioxaborolan-2-yl)indazole FC1=CC=C2C=NN(C2=C1B1OC(C(O1)(C)C)(C)C)C